C(C)C1N(CCOC1)CCOCC Ethylethoxyethylmorpholine